FC(CCSCCC(=O)O)CC1C(C1)CCCCCCCC 3-{[3-fluoro-4-(2-octylcyclopropyl)butyl]sulfanyl}propanoic acid